FC1=CC=CC(=N1)OC=1C=NN(C1)C(=O)N[C@@H]1C(N(C2=C(OC1)C=CC(=C2)C#CC2CCOCC2)C)=O (S)-4-((6-Fluoropyridin-2-yl)oxy)-N-(5-methyl-4-oxo-7-((tetrahydro-2H-pyran-4-yl)ethynyl)-2,3,4,5-tetrahydrobenzo[b][1,4]oxazepin-3-yl)-1H-pyrazole-1-carboxamide